C(=C)C=1C=CC=2NC3=CC=CC=C3C2C1 3-ethenylcarbazole